ClC1=C(OC(C(=O)O)C)C=C(C(=C1)Cl)Cl 2-(2,4,5-trichlorophenoxy)propionic acid